NC=1C2=C(N=CN1)N(C(=C2C2=CC=C(C=C2)OC2=CC=CC=C2)C#CC2CN(C2)[C@@H]2[C@@H](CN(CC2)C(C=C)=O)C)C 1-((3R,4S)-4-(3-((4-amino-7-methyl-5-(4-phenoxyphenyl)-7H-pyrrolo[2,3-d]pyrimidin-6-yl)ethynyl)azetidin-1-yl)-3-methylpiperidin-1-yl)prop-2-en-1-one